[NH4+].C(CCCCCCC\C=C/CCCCCCCC)(=O)C(C(C)(C)C)(C)C(CCCCCCC\C=C/CCCCCCCC)=O dioleoyl-trimethyl-propane ammonium